P(=O)(OCOC1=C(C=CC=C1)C=1N=NC(=C(C1)N1N=CC(=C1)N1C(CNCC1)=O)N)(O)O [2-[6-amino-5-[4-(2-oxopiperazin-1-yl)pyrazol-1-yl]pyridazin-3-yl]phenoxy]methyl dihydrogen phosphate